3'-Tritylamino-3'-deoxythymidine 5'-(2-cyanoethyl)-N,N-diisopropylphosphoramidite C(#N)CCP(O)(N(C(C)C)C(C)C)OC[C@@H]1[C@H](C[C@@H](O1)N1C(=O)NC(=O)C(C)=C1)NC(C1=CC=CC=C1)(C1=CC=CC=C1)C1=CC=CC=C1